CCCCCC/C=C\\CCCCCCCCC(=O)OC[C@H](COP(=O)([O-])OCC[NH3+])OC(=O)CCC/C=C\\C/C=C\\C/C=C\\C/C=C\\CCCCC The molecule is a phosphatidylethanolamine 37:5 zwitterion in which the acyl groups at positions 1 and 2 are specified as 10Z-heptadecenoyl and arachidonoyl respectively. It is a phosphatidylethanolamine 37:5 zwitterion and a 1-acyl-2-arachidonoyl-sn-glycero-3-phosphoethanolamine zwitterion.